C(C)(C)(C)OC(=O)N1CCC(CC1)C=1C=C2C3=C(N(C2=CC1)C(=O)OC(C)(C)C)N=CN=C3C3=CC(=C(C=C3)CNC(=O)C3=NC(=NO3)C(C)(C)C)C tert-butyl 6-(1-(tert-butoxycarbonyl)piperidin-4-yl)-4-(4-((3-(tert-butyl)-1,2,4-oxadiazole-5-carboxamido)methyl)-3-methylphenyl)-9H-pyrimido[4,5-b]indole-9-carboxylate